NC1=CC(=NN1C(C)(C)C)CCC=1C=C(C=CC1)NC(C1=CC=C(C=C1)CN(C)C)=O N-(3-(2-(5-amino-1-(tert-butyl)-1H-pyrazol-3-yl)ethyl)phenyl)-4-((dimethylamino)methyl)benzamide